N-cyclopropyl-2-hydroxy-4-[(3S)-2-oxopiperidin-3-yl]butanamide C1(CC1)NC(C(CC[C@H]1C(NCCC1)=O)O)=O